2-methylpropan-2-yl-({4-[6-bromo-2-chloro-8-fluoro-4-(8-{[(2-methylpropan-2-yl)oxy]carbonyl}-3,8-diazabicyclo[3.2.1]oct-3-yl)quinazolin-7-yl]-3-cyanobenzo[b]thiophen-2-yl}amino)methane CC(C)(C)CNC1=C(C2=C(S1)C=CC=C2C2=C(C=C1C(=NC(=NC1=C2F)Cl)N2CC1CCC(C2)N1C(=O)OC(C)(C)C)Br)C#N